(R or S)-5-((3-(2-ethoxy-1,1,1,3,3,3-hexafluoropropan-2-yl)-3-(2-(thiophen-2-yl)ethyl)pyrrolidin-1-yl)methyl)-2-methylpyridine C(C)OC(C(F)(F)F)(C(F)(F)F)[C@]1(CN(CC1)CC=1C=CC(=NC1)C)CCC=1SC=CC1 |o1:12|